C(C)(C)(C)OOC(C)(C)C di-tertbutylperoxide